N-[2-(4-tert-butylphenyl)-2-hydroxy-ethyl]-3-[[4-chloro-6-(2,6-dimethylphenyl)pyrimidin-2-yl]sulfamoyl]benzamide C(C)(C)(C)C1=CC=C(C=C1)C(CNC(C1=CC(=CC=C1)S(NC1=NC(=CC(=N1)Cl)C1=C(C=CC=C1C)C)(=O)=O)=O)O